(3S)-3-((dimethylamino)methyl)-5-(2-(3-((2-methoxy-4-(methylsulfonyl)phenyl)amino)prop-1-yn-1-yl)-3-(2,2,2-trifluoroethyl)imidazo[1,2-a]pyridin-8-yl)pyrrolidin-2-one CN(C)C[C@H]1C(NC(C1)C=1C=2N(C=CC1)C(=C(N2)C#CCNC2=C(C=C(C=C2)S(=O)(=O)C)OC)CC(F)(F)F)=O